(1R,3S,5R)-2-(2-(3-acetyl-7-methyl-5-(2-methylpyrimidin-5-yl)-1H-indol-1-yl)acetyl)-N-(6-bromo-3-chloropyridin-2-yl)-5-methyl-2-azabicyclo[3.1.0]hexane-3-carboxamide C(C)(=O)C1=CN(C2=C(C=C(C=C12)C=1C=NC(=NC1)C)C)CC(=O)N1[C@@H]2C[C@@]2(C[C@H]1C(=O)NC1=NC(=CC=C1Cl)Br)C